CC1=C(C=NN1C1=CC=CC=C1)B1OC(C(O1)(C)C)(C)C 5-methyl-1-phenyl-4-(4,4,5,5-tetramethyl-1,3,2-dioxaborolan-2-yl)-1H-pyrazole